NC=1C2=C(N=CN1)N(C=C2C#CC=2C(=CC1=C(N=C(O1)C(F)(F)F)C2)F)[C@@H]2CN(CC2)C(C=C)=O (S)-1-(3-(4-amino-5-((6-fluoro-2-(trifluoromethyl)benzo[d]oxazol-5-yl)ethynyl)-7H-pyrrolo[2,3-d]pyrimidin-7-yl)pyrrolidin-1-yl)prop-2-en-1-one